N-(1-cyclopropyl-2-oxo-1,2-dihydropyridin-3-yl)-2-((1S,4r)-4-((4-(4-(((S)-2,6-dioxopiperidin-3-yl)oxy)phenyl)piperidin-1-yl)methyl)cyclohexyl)-6-isopropoxy-2H-indazole-5-carboxamide C1(CC1)N1C(C(=CC=C1)NC(=O)C1=CC2=CN(N=C2C=C1OC(C)C)C1CCC(CC1)CN1CCC(CC1)C1=CC=C(C=C1)O[C@@H]1C(NC(CC1)=O)=O)=O